BrC1=C2CCN(C2=CC=C1)C 4-bromo-1-methylindoline